FC=1C(=C(C=CC1)C=1C=C2C(=NN1)N(C[C@@H]1N2CCN(C1)C(=O)OC(C)(C)C)C(=O)OC(C)(C)C)O Di-tert-butyl (R)-2-(3-fluoro-2-hydroxyphenyl)-6a,7,9,10-tetrahydro-5H-pyrazino[1',2':4,5]pyrazino[2,3-c]pyridazine-5,8(6H)-dicarboxylate